2,4a,5,7a-tetrahydro-1H-cyclopenta[c]pyridine-4-carboxylate C1NC=C(C2C1C=CC2)C(=O)[O-]